C(CCCCCCC(C)C)(=O)N[C@@H](C)C(=O)O N-isodecanoyl-L-alanine